(R)-8,8-Dimethyl-2-(1H-indol-4-yl)-7-isopropylformyl-4-(3-methylmorpholin-4-yl)-5,6,7,8-tetrahydropyrido[3,4-d]pyrimidine CC1(N(CCC2=C1N=C(N=C2N2[C@@H](COCC2)C)C2=C1C=CNC1=CC=C2)C(=O)C(C)C)C